C(C1=CC=CC=C1)OC(=O)N[C@@H](CCC(=O)OC)C(=O)OC dimethyl ((benzyloxy)carbonyl)-L-glutamate